CC=1C(=NC(=NC1)NC1CCC(CC1)N)C1=CN=C2N1C=C(C=C2)NC=2C=NC=C(C2)C(F)(F)F (1r,4r)-N1-(5-Methyl-4-(6-((5-(trifluoromethyl)pyridin-3-yl)amino)imidazo[1,2-a]pyridin-3-yl)pyrimidin-2-yl)cyclohexane-1,4-diamine